bis-(3-1-butyl-4-hydroxy-6-methylphenyl) sulfone C(CCC)C=1C=C(C(=CC1O)C)S(=O)(=O)C1=CC(=C(C=C1C)O)CCCC